N-(3-(methylsulfonamido)phenyl)-5-(3,4,5-trimethoxyphenyl)-1H-pyrazole-3-carboxamide CS(=O)(=O)NC=1C=C(C=CC1)NC(=O)C1=NNC(=C1)C1=CC(=C(C(=C1)OC)OC)OC